7-(3-chlorobicyclo[1.1.1]pentan-1-yl)-7-oxoheptanenitrile ClC12CC(C1)(C2)C(CCCCCC#N)=O